4-(2-{5-[(3R,5R)-3-amino-5-fluoropiperidine-1-carbonyl]-7-methoxy-1-methyl-1H-1,3-benzodiazol-2-yl}-1-(cyclopropylmethyl)-1H-pyrrolo[2,3-b]pyridin-6-yl)pyridine-2-carboxamide N[C@H]1CN(C[C@@H](C1)F)C(=O)C1=CC2=C(N(C(=N2)C2=CC=3C(=NC(=CC3)C3=CC(=NC=C3)C(=O)N)N2CC2CC2)C)C(=C1)OC